CC(C#CC1=CC2=C(OC[C@@H](C(N2C)=O)NC(=O)C2=NC=CC(=C2)OC=2C=NC=C(C2)F)C=C1)(C)C (S)-N-(7-(3,3-dimethylbut-1-yn-1-yl)-5-methyl-4-oxo-2,3,4,5-tetrahydrobenzo[b][1,4]oxazepin-3-yl)-4-((5-fluoropyridin-3-yl)oxy)pyridineamide